1,2-dichloro-3-aminobenzene ClC1=C(C(=CC=C1)N)Cl